N(=[N+]=[N-])C(CO)(C)C1=C2C=C(N=CC2=C(N=C1)OC1CC1)NC1=CC=C2C(=N1)[C@H]([C@@H](OC2=O)C)C (7S,8R)-2-((5-(2-azido-1-hydroxyprop-2-yl)-8-cyclopropoxy-2,7-naphthyridin-3-yl)amino)-7,8-dimethyl-7,8-dihydro-5H-pyrano[4,3-b]pyridin-5-one